tert-butyl (2S,6R)-2-(benzyloxymethyl)-6-methyl-morpholine-4-carboxylate C(C1=CC=CC=C1)OC[C@@H]1CN(C[C@H](O1)C)C(=O)OC(C)(C)C